C(CS)S dimercaptoethane